3-((5-chloro-2-((2-(difluoromethoxy)-4-(4-morpholinopiperidin-1-yl)phenyl)amino)pyrimidin-4-yl)amino)thiophene-2-carboxamide ClC=1C(=NC(=NC1)NC1=C(C=C(C=C1)N1CCC(CC1)N1CCOCC1)OC(F)F)NC1=C(SC=C1)C(=O)N